ClC=1C(=NC(=NC1)NC1=CC=C(C(=O)NOC)C=C1)NC1=C(C=CC=C1)P(=O)(CC)CC 4-((5-chloro-4-((2-(diethylphosphoryl)phenyl)amino)pyrimidin-2-yl)amino)-N-methoxybenzamide